BrC=1C(=C(C=CC1)NC(=O)C=1N=C2N(CCN(C2)C(=O)OC(C)(C)C)C1)C tert-butyl 2-((3-bromo-2-methylphenyl) carbamoyl)-5,6-dihydroimidazo[1,2-a]pyrazine-7(8H)-carboxylate